1,2-bis(3-amino-propylamino)ethane NCCCNCCNCCCN